(R)-N-(7-methoxy-chroman-4-yl)-2-(piperazin-1-yl)-benzo[d]thiazole-6-carboxamide COC1=CC=C2[C@@H](CCOC2=C1)NC(=O)C1=CC2=C(N=C(S2)N2CCNCC2)C=C1